C(C)OC(=O)C=1C=NN(C1)CC=1C(=NC(=CC1)N1CC2CC2C1)C.COC1=CC(=CC=C1)OCCOC 1-methoxy-3-(2-methoxyethoxy)benzene ethyl-1-[(6-{3-azabicyclo[3.1.0]hex-3-yl}-2-methylpyridin-3-yl)methyl]-1H-pyrazole-4-carboxylate